C(C)(C)(C)OC(=O)N[C@H](C(=O)OC)CCC(=O)N1CCOCC2=C1C=CC=C2 Methyl (S)-2-((tert-butoxycarbonyl)amino)-5-(2,3-dihydrobenzo[e][1,4]oxazepin-1(5H)-yl)-5-oxopentanoate